trimethylsilyl (S)-2-(tert-butoxycarbonylamino)-3-[3-iodo-4-(trimethylsiloxy)phenyl]propionate C(C)(C)(C)OC(=O)N[C@H](C(=O)O[Si](C)(C)C)CC1=CC(=C(C=C1)O[Si](C)(C)C)I